2-benzopyran-6-yl-3,5,7-trihydroxy-benzopyran-4-one O1CC=CC2=C1C=CC(=C2)C=2OC1=C(C(C2O)=O)C(=CC(=C1)O)O